NC1=CC=C(OC2=CC=C(C=C2)C2(C3=CC=CC=C3C=3C=CC=CC23)C2=CC=C(C=C2)OC2=CC=C(C=C2)N)C=C1 9,9-bis[4-(4-aminophenoxy)phenyl]fluorene